N[C@H](C(=O)N1CC2(CC2)C[C@H]1C(=O)NC(C1=CN=CC2=CC=CC=C12)C#N)C(C)(C)C (6S)-5-((S)-2-amino-3,3-dimethylbutyryl)-N-(cyano(isoquinoline-4-yl)methyl)-5-azaspiro[2.4]heptane-6-formamide